4-benzyl-3-(3-(thiophen-2-yl)acryloyl)oxazolidin-2-one C(C1=CC=CC=C1)C1N(C(OC1)=O)C(C=CC=1SC=CC1)=O